C(C1=CC=CC=C1)OC=1C=C2C=CC(=CC2=C(C1N1S(NC(C1)=O)(=O)=O)F)NS(=O)(=O)C1=CC=C(C=C1)C N-[6-(benzyloxy)-7-(1,1-dioxo-4-oxo-1,2,5-thiadiazolidin-2-yl)-8-fluoronaphthalen-2-yl]-4-methylbenzenesulfonamide